[Mn].[Fe].[Cu].[Ni] nickel-copper-iron-manganese